5-chloro-N-[(2S)-1-({(1S)-1-cyano-2-[(3S)-2-oxopyrrolidin-3-yl]ethyl}amino)-4-methyl-1-oxopentan-2-yl]-3-ethyl-1H-indole-2-carboxamide ClC=1C=C2C(=C(NC2=CC1)C(=O)N[C@H](C(=O)N[C@@H](C[C@H]1C(NCC1)=O)C#N)CC(C)C)CC